5-methyl-1-(6-methylpyridin-3-yl)-4-((2-methylpyridin-4-yl)ethynyl)-1H-imidazole-2-carboxamide CC1=C(N=C(N1C=1C=NC(=CC1)C)C(=O)N)C#CC1=CC(=NC=C1)C